6-(3,4-difluorophenyl)-8-methoxy-N-((6-methylpyridazin-3-yl)methyl)quinazolin-4-amine FC=1C=C(C=CC1F)C=1C=C2C(=NC=NC2=C(C1)OC)NCC=1N=NC(=CC1)C